methyl 5-(5-((5-(2-amino-6-bromo-1H-benzo[d]imidazol-1-yl)-5-methylhexyl) oxy)-1-methyl-1H-pyrazol-4-yl)-1-methyl-6-oxo-1,6-dihydropyridine-3-carboxylate NC1=NC2=C(N1C(CCCCOC1=C(C=NN1C)C1=CC(=CN(C1=O)C)C(=O)OC)(C)C)C=C(C=C2)Br